methyl 2-chloro-6-fluoro-3-(3-fluoro-N-(3-fluoropropylsulfonyl)propylsulfonamido)benzoate ClC1=C(C(=O)OC)C(=CC=C1N(S(=O)(=O)CCCF)S(=O)(=O)CCCF)F